tert-butyl N-[3-[6-[2-cyano-6-fluoro-3-(sec-butyl sulfonyl amino)phenoxy]-4-oxo-quinazolin-3-yl]propyl]carbamate C(#N)C1=C(OC=2C=C3C(N(C=NC3=CC2)CCCNC(OC(C)(C)C)=O)=O)C(=CC=C1NS(=O)(=O)C(C)CC)F